C=C1COCCC2=C1C=CC=C2 1-Methylidene-1,2,4,5-tetrahydrobenzo[d]oxepin